3',7-dihydroxy-4'-methoxyisoflavone OC=1C=C(C2=COC3=CC(=CC=C3C2=O)O)C=CC1OC